2-((3-methacrylamidopropyl) dimethylammonio)ethane-1-sulfonate C(C(=C)C)(=O)NCCC[N+](CCS(=O)(=O)[O-])(C)C